COC1=C(C=C(C=C1)NC(NC1=CC=C(OC2=CC(=NC=N2)NC(=O)C2CC2)C=C1)=O)C(F)(F)F N-(6-(4-(3-(4-methoxy-3-(trifluoromethyl)phenyl)ureido)phenoxy)pyrimidin-4-yl)cyclopropanecarboxamide